C1(CC1)C1=C(C=CC(=C1)N1CCN(CCC1)C)NC1=NC=C(C(=N1)NCCCN1C(CCCC1)=O)C(F)(F)F 1-(3-((2-((2-cyclopropyl-4-(4-methyl-1,4-diazepan-1-yl)phenyl)amino)-5-(trifluoromethyl)pyrimidin-4-yl)amino)propyl)piperidin-2-one